1,8-dichloro-6-isopropyl-isoquinoline ClC1=NC=CC2=CC(=CC(=C12)Cl)C(C)C